2-amino-3-(3,4-dihydroxyphenyl)-propionic acid NC(C(=O)O)CC1=CC(=C(C=C1)O)O